[N+](=O)([O-])/C(=C/C=1NC=CC1)/C (E)-2-(2-nitroprop-1-en-1-yl)-1H-pyrrole